N1(N=NC=C1)C[C@@H]1C[C@H](CN1)N1CC=C(C=C1)C1=CC(=CC=C1)OC(F)(F)F N-((3R,5S)-5-((1H-1,2,3-triazol-1-yl)methyl)pyrrolidin-3-yl)-4-(3-(trifluoromethoxy)phenyl)pyridine